tert-Butyl ((S)-(7-((R)-cyclopropyl(2-(3,3-difluorocyclobutoxy)acetamido)methyl) imidazo[1,2-b]pyridazin-2-yl)(4,4-difluorocyclohexyl)methyl)carbamate C1(CC1)[C@H](C1=CC=2N(N=C1)C=C(N2)[C@H](C2CCC(CC2)(F)F)NC(OC(C)(C)C)=O)NC(COC2CC(C2)(F)F)=O